C1(CCC1)C1=C(C=NC(=C1)N1CCC(CC1)N1CCN(CC1)C)NC1=NC=C(C=N1)C(F)(F)F 2-((4-cyclobutyl-6-(4-(4-methylpiperazin-1-yl)piperidin-1-yl)pyridin-3-yl)amino)-5-(trifluoromethyl)pyrimidin